3-[[1-[5-[(1S)-1-(2,2,6-trifluoro-1,3-benzodioxol-5-yl)ethoxy]-3-pyridyl]-3-(trifluoromethyl)-4,5,6,7-tetrahydroindazol-7-yl]oxy]bicyclo[1.1.1]pentane-1-carboxylic acid FC1(OC2=C(O1)C=C(C(=C2)[C@H](C)OC=2C=C(C=NC2)N2N=C(C=1CCCC(C21)OC21CC(C2)(C1)C(=O)O)C(F)(F)F)F)F